benzyl(2-hydroxyethyl)dimethylammonium C(C1=CC=CC=C1)[N+](C)(C)CCO